ClC1=C(NC(=C1Cl)C)C(=O)NC1=C(OC2CN(CC2)C(=O)OC(C)(C)C)C=C(C=C1)C=1OC(NN1)=O tert-butyl 3-(2-(3,4-dichloro-5-methyl-1H-pyrrole-2-carboxamido)-5-(5-oxo-4,5-dihydro-1,3,4-oxadiazol-2-yl)phenoxy)pyrrolidine-1-carboxylate